2'-chloro-N-(5-ethoxy-1,3,4-thiadiazol-2-yl)-5'-methoxy-6-methyl-(4,4'-bipyridine)-3-carboxamide ClC1=NC=C(C(=C1)C1=C(C=NC(=C1)C)C(=O)NC=1SC(=NN1)OCC)OC